C(C)OC[C@H]([C@@H](O)C1=CC(=C(C(=C1)OC)O)OC)O (1S,2R)-3-ethoxy-1-(4-hydroxy-3,5-dimethoxyphenyl)propane-1,2-diol